ClCC(=O)[O-] monochloroacetate